O.[Br-].OC(C(=O)OC1CC2C3OC3C(C1)[N+]2(C)C)(C=2SC=CC2)C=2SC=CC2 7-[(Hydroxydi-2-thienylacetyl)oxy]-9,9-dimethyl-3-oxa-9-azoniatricyclo[3.3.1.0(2,4)]nonane bromide monohydrate